Methyl-2'-[(pyridin-2-yl)methyl]-2',5'-dihydrospiro[cyclopropane-1,4'-furo[2,3-g]indazole]-7'-carboxylic acid CC=1N(N=C2C3=C(CC4(C12)CC4)OC(=C3)C(=O)O)CC3=NC=CC=C3